2-(4-chlorobenzyl)-6-(6-((3-fluorooxetan-3-yl)methoxy)pyridin-3-yl)pyridazin-3(2H)-one ClC1=CC=C(CN2N=C(C=CC2=O)C=2C=NC(=CC2)OCC2(COC2)F)C=C1